N1CC(C1)C=1C=C2CN3[C@@H](C2=CC1)CN(C[C@H]3C)C3=C1C=CC=NC1=C(C=C3)C#N 5-[(4R,10bS)-8-(azetidin-3-yl)-4-methyl-3,4,6,10b-tetrahydro-1H-pyrazino[2,1-a]isoindol-2-yl]quinoline-8-carbonitrile